1,2,4-trihydroxynaphthalen OC1=C(C=C(C2=CC=CC=C12)O)O